tert-Butyl (1R,5S)-3-((S or R)-6-chloro-8-fluoro-7-(3-hydroxynaphthalen-1-yl)-2-(6-methyl-2,6-diazaspiro[3.4]octan-2-yl)quinazolin-4-yl)-3,8-diazabicyclo[3.2.1]octane-8-carboxylate ClC=1C=C2C(=NC(=NC2=C(C1C1=CC(=CC2=CC=CC=C12)O)F)N1CC2(C1)CN(CC2)C)N2C[C@H]1CC[C@@H](C2)N1C(=O)OC(C)(C)C